C(CCCCCCC\C=C/C#CC=C)=O (Z)-9,13-tetradecadien-11-ynal